(2,5-dimethylphenyl)sydnone CC1=C(C=C(C=C1)C)[N+]=1[N-]OC(C1)=O